[Cl-].C(CCC)C(C(OC)(CCCC)CCCC)P tri-n-butyl-2-methoxyethyl-phosphine chloride